FC1=C(C=CC(=C1F)C=1C(=NN(C1)CC(=O)NC=1N=NC(=CC1)F)C)C1=CN=C(N1C)C(=O)N 5-[2,3-difluoro-4-[1-[2-[(6-fluoropyridazin-3-yl)amino]-2-oxo-ethyl]-3-methyl-pyrazol-4-yl]phenyl]-1-methyl-imidazole-2-carboxamide